tert-butyl (2S,4R)-4-(2,3-dichloro-6-methoxyphenyl)-2-[[(2-methoxyethyl)amino]methyl]pyrrolidine-1-carboxylate ClC1=C(C(=CC=C1Cl)OC)[C@H]1C[C@H](N(C1)C(=O)OC(C)(C)C)CNCCOC